1-aminoethyl-imidazolyl-lysine NC(C)N([C@@H](CCCCN)C(=O)O)C=1NC=CN1